C1=CC=CC=2C3=CC=CC=C3N(C12)C1=NC(=C(C(=C1N1C2=CC=C(C=C2C=2C=C(C=CC12)N1C2=CC=CC=C2C=2C=CC=CC12)N1C2=CC=CC=C2C=2C=CC=CC12)C1=C(C=CC=C1C)C)N1C2=CC=CC=C2C=2C=CC=CC12)N1C2=CC=CC=C2C=2C=CC=CC12 9'-(2,5,6-tri(9H-carbazol-9-yl)-4-(2,6-dimethylphenyl)pyridin-3-yl)-9'H-9,3':6',9''-tercarbazole